1-[4-(5-Hydroxypyridin-2-yl)-piperazin-1-yl]-2-(2-methyl-1H-indol-3-yl)-ethanone OC=1C=CC(=NC1)N1CCN(CC1)C(CC1=C(NC2=CC=CC=C12)C)=O